[Ru](Cl)Cl.C1(=CC=CC=C1)PC1=CC=CC=C1.C1(=CC=CC=C1)PC1=CC=CC=C1.C1(=CC=CC=C1)PC1=CC=CC=C1 tris(diphenyl-phosphine) ruthenium dichloride